CCCCC/C=C\\C/C=C\\C/C=C\\C/C=C\\C/C=C\\CCCCCCCCCCC(=O)O The molecule is a very long-chain omega-6 fatty acid that is triacontanoic acid having five double bonds located at positions 12, 15, 18, 21 and 24 (the 12Z,15Z,18Z,21Z,24Z-isomer). It is an omega-6 fatty acid and a triacontapentaenoic acid. It is a conjugate acid of a (12Z,15Z,18Z,21Z,24Z)-triacontapentaenoate.